ClC1=C(C=C(C=C1)C1=NOC(=N1)C1CCN(CC1)C(CN1N=C(N=N1)C)=O)F 1-(4-(3-(4-chloro-3-fluorophenyl)-1,2,4-oxadiazol-5-yl)piperidin-1-yl)-2-(5-methyl-2H-tetrazol-2-yl)ethan-1-one